2-fluoro-4-(trifluoromethyl)benzamide-6-d FC1=C(C(=O)N)C(=CC(=C1)C(F)(F)F)[2H]